N1(CCCC1)C1=NC=C(C=O)C=C1 6-(Pyrrolidin-1-yl)nicotinaldehyde